[F-].C(CCCCC)[NH+]1CC(CCC1)CCC 1-Hexyl-3-propylpiperidinium fluorid